CC1=C(C2=C(N=N1)SC1=C2C=NN=C1O)C 3,4-dimethylthieno[2,3-c:4,5-d']Di-pyridazin-8-ol